CC1=NN=C(O1)C(=O)N1[C@@H](C2=C(CC1)NC=N2)C2=NN1C(C(=CC=C1)OC(F)(F)F)=C2 (S)-(5-methyl-1,3,4-oxadiazol-2-yl)(4-(4-(trifluoromethoxy)pyrazolo[1,5-a]pyridin-2-yl)-6,7-dihydro-1H-imidazo[4,5-c]pyridin-5(4H)-yl)methanone